C(CCC)C1=C(C(=CC=C1CCCC)CCCC)O 2,3,6-tributylphenol